C1(CC1)CN(C(C)=O)C1=C(C=C(C=C1)B1OC(C(O1)(C)C)(C)C)F N-(cyclopropylmethyl)-N-[2-fluoro-4-(4,4,5,5-tetramethyl-1,3,2-dioxaborolan-2-yl)phenyl]acetamide